[Si](C)(C)(C(C)(C)C)OCCCOC1=NN(C(=C1[N+](=O)[O-])CC)C=1C(=NC=CC1)C 3-(3-(3-((tert-butyldimethylsilyl)oxy)propoxy)-5-ethyl-4-nitro-1H-pyrazol-1-yl)-2-methylpyridine